2,5-Difluoropyridin-4-amine FC1=NC=C(C(=C1)N)F